O=C1NC(CCC1C1=CC=C(C=C1)N1C[C@@H](CC1)C(=O)O)=O (3R)-1-(4-(2,6-dioxopiperidin-3-yl)phenyl)pyrrolidine-3-carboxylic acid